(R)-1-(2-(1-(2-azaspiro[3.4]octane-6-yl)piperidin-4-yl)phenoxy)-2-methylpropan-2-ol C1NCC12C[C@@H](CC2)N2CCC(CC2)C2=C(OCC(C)(O)C)C=CC=C2